BrC=1C=C2CCN(CC2=CC1N)C 6-Bromo-2-methyl-1,2,3,4-tetrahydroisoquinolin-7-amine